1-(2-fluorophenyl)-N-(6-(8-isopropyl-2-(methylsulfonyl)-7-oxo-7,8-dihydropyrido[2,3-d]pyrimidin-6-yl)pyridin-3-yl)methanesulfonamide FC1=C(C=CC=C1)CS(=O)(=O)NC=1C=NC(=CC1)C1=CC2=C(N=C(N=C2)S(=O)(=O)C)N(C1=O)C(C)C